Cl.OC(C)(C)C1=CC=2N(C=C1NC(=O)C1=NC(=CC=C1)C(F)(F)F)C=C(N2)C2CCNCC2 N-(7-(2-hydroxy-prop-2-yl)-2-(piperidin-4-yl)imidazo[1,2-a]pyridin-6-yl)-6-(trifluoromethyl)pyridine-2-carboxamide hydrochloride